Rel-(1s,3S,16R,19s)-5-(trifluoromethyl)-8',18'-dioxa-11'-azaspiro[1,4-oxazolidine-3,15'-tetracyclo[17.2.2.02,7.011,16]tricosane] FC(C1N[C@]2(CCCN3CCOC4CCCCC4C4CCC(OCC23)CC4)CO1)(F)F |o1:4|